Dihydrotriazinooxazepine N1NN=CC2=C1C=CC=NO2